6-acetyl-2-((5-(4-(4-(((tert-butyldimethylsilyl)oxy)methyl)-phenyl)piperidin-1-yl)pyridin-2-yl)amino)-8-cyclopentyl-5-methylpyrido[2,3-d]pyrimidin-7(8H)-one C(C)(=O)C1=C(C2=C(N=C(N=C2)NC2=NC=C(C=C2)N2CCC(CC2)C2=CC=C(C=C2)CO[Si](C)(C)C(C)(C)C)N(C1=O)C1CCCC1)C